CC1OC(CN(C1)C1=CC=C(C=C1)NCC1CCC(CC1)NC(OC(C)(C)C)=O)C tert-butyl ((1r,4r)-4-(((4-(2,6-dimethylmorpholino)phenyl)amino)methyl)cyclohexyl)carbamate